BrC1=C2C=NN(C2=C(C=C1C)F)C1OCCCC1 4-bromo-7-fluoro-5-methyl-1-(tetrahydro-2H-pyran-2-yl)-1H-indazole